methyl 4-(((1r,4r)-4-(3-(3-fluoro-4-(trifluoromethoxy)phenyl)ureido)cyclohexyl)oxy)benzoate FC=1C=C(C=CC1OC(F)(F)F)NC(NC1CCC(CC1)OC1=CC=C(C(=O)OC)C=C1)=O